COC(C1=C(C(=CC=C1)C12CC(C1)(C2)C2=CC=CC=C2)N2C=CC=C2)=O 3-(3-phenylbicyclo[1.1.1]pentan-1-yl)-2-(1H-pyrrol-1-yl)benzoic acid methyl ester